C1(CC1)C[C@@H](C(=O)N[C@H](C(=O)OC)C[C@H]1C(NCC1)=O)NC(CCC1=CC(=CC(=C1)F)F)=O methyl (2S)-2-[[(2S)-3-cyclopropyl-2-[3-(3,5-difluorophenyl)propanoylamino]propanoyl]amino]-3-[(3S)-2-oxopyrrolidin-3-yl]propanoate